C(CCCCCCCCCCCCCCCCC)C1=C(C(=C(C=C1)O)CCCCCCCCCCCCCCCCCC)CCCCCCCCCCCCCCCCCC tristearyl-phenol